1-(4-(3-(piperidin-1-yl)cyclobutoxy)phenyl)-3-(2-thiomorpholinoethyl)urea N1(CCCCC1)C1CC(C1)OC1=CC=C(C=C1)NC(=O)NCCN1CCSCC1